C(C=C)(=O)N1[C@H](CN(CC1)C=1C2=C(N=C(N1)OCC1(CCC1)N)CN(CC2)C2=CC=CC1=CC=CC(=C21)Cl)CC#N (S)-2-(1-acryloyl-4-(2-((1-aminocyclobutyl)methoxy)-7-(8-chloronaphthalen-1-yl)-5,6,7,8-tetrahydropyrido[3,4-d]pyrimidin-4-yl)piperazin-2-yl)acetonitrile